C1(CC1)C=1C(=CC(N2[C@H](CSC12)C(=O)O)=O)CC1=CC=CC2=CC=CC=C12 (3S)-7-cyclopropyl-6-[(1-naphthyl)methyl]-4-oxo-1-thia-3a-aza-3-indancarboxylic acid